OB1OC2=C(C[C@@H]1NC([C@@H](C1=CC=C(C=C1)P(=O)(O)O)NC(=O)C=1C(NN=CC1)=O)=O)C=CC=C2C(=O)O (R)-2-hydroxy-3-((R)-2-(3-oxo-2,3-dihydropyridazine-4-carboxamido)-2-(4-phosphonophenyl)acetamido)-3,4-dihydro-2H-benzo[e][1,2]oxaborinine-8-carboxylic acid